FC(C1=NN=C(S1)C1=CN=C2N1C=C(C=C2N2CCN(CC2)C(C(C)C)=O)S(=O)(=O)NC2COC2)F 3-(5-(difluoromethyl)-1,3,4-thiadiazol-2-yl)-8-(4-isobutyrylpiperazin-1-yl)-N-(oxetan-3-yl)imidazo[1,2-a]pyridine-6-sulfonamide